C1C=2N(CCN1)CCNC2 HEXAHYDRO-1H-PYRAZINO[1,2-A]PYRAZINE